2-chloro-4-nitropyridine nitrogen [N].ClC1=NC=CC(=C1)[N+](=O)[O-]